C(#N)CCNC(COC=1C=2N(C=C(C1)OC)N=C(C2)C=2N=C1SC(=NN1C2)OC)=O N-(2-cyanoethyl)-2-((6-methoxy-2-(2-methoxyimidazo[2,1-b][1,3,4]thiadiazol-6-yl)pyrazolo[1,5-a]pyridin-4-yl)oxy)acetamide